8-cyclopentyl-N-(3-fluoro-5-((3-methoxyphenyl)amino)benzyl)-7H-purine-6-carboxamide C1(CCCC1)C1=NC2=NC=NC(=C2N1)C(=O)NCC1=CC(=CC(=C1)NC1=CC(=CC=C1)OC)F